CC1=CC=C2C(=N1)C(=CN2)NC(OC(C)(C)C)=O tert-Butyl N-[5-methyl-1H-pyrrolo[3,2-b]pyridin-3-yl]carbamate